COC(=O)C1=C(SC=C1C)NC(C(CC)C1=CC=CC=C1)=O 4-methyl-2-(2-phenyl-butyrylamino)-thiophene-3-carboxylic acid methyl ester